CC(C)C1=C(C2=CC=CC=C2C=C1C(C)C)S(=O)(=O)O.[Na] sodium 2,3-di(propan-2-yl)naphthalene-1-sulfonic acid